C(C1=CC=CC=C1)[C@H](NC(OC(C(F)(F)C1=CC(=CC=C1)Cl)C1CCCCC1)=O)C(N[C@H](C(C(NCC)=O)OC(C)=O)C[C@H]1C(NCC1)=O)=O acetic acid (6S,9S)-6-benzyl-1-(3-chlorophenyl)-2-cyclohexyl-1,1-difluoro-4,7,11-trioxo-9-(((S)-2-oxopyrrolidin-3-yl) methyl)-3-oxa-5,8,12-triazatetradecan-10-yl ester